C1(CC1)N1N=CC=C1C1=NC(=NO1)[C@@H]1CC12CCN(CC2)S(=O)(=O)N (1R)-1-[5-(1-Cyclopropyl-1H-pyrazol-5-yl)-1,2,4-oxadiazol-3-yl]-6-azaspiro[2.5]octan-6-sulfonamid